C(C)OC1=CC=C(C=N1)C1=CN=CC(=N1)C(=O)N/N=C/C1=CN=CN1C(C)C (E)-6-(6-ethoxypyridin-3-yl)-N'-((1-isopropyl-1H-imidazol-5-yl)methylene)pyrazine-2-carbohydrazide